C(C)(=O)C1=C(O)C(=C(C(=C1O)C(C)=O)O)C(C)=O 2,4,6-triacetylphloroglucinol